FC=1C=C(OC2=CC(=C(C=C2)C2=NN(C=C2)C)[N+](=O)[O-])C=CC1F (4-(3,4-Difluorophenoxy)-2-nitrophenyl)-1-methyl-1H-pyrazole